FC=1C(=C(C=CC1)C1=NC(=C2N1CCC2)C2=NC(=CC=C2O)C)O 2-(3-(3-Fluoro-2-hydroxyphenyl)-6,7-dihydro-5H-pyrrolo[1,2-c]imidazol-1-yl)-6-methylpyridin-3-ol